benzimidazole-5-carboxylic acid (2-methylsulfonyl-ethyl)-amide CS(=O)(=O)CCNC(=O)C1=CC2=C(N=CN2)C=C1